C1(=CC=CC=C1)CCCON=CC=CC1=CC=CC=C1 cinnamaldehyde phenylpropyl oxime